N-(2-bromo-4-(perfluorobutan-2-yl)-6-(difluoromethyl)phenyl)-2-fluoro-3-((hydroxy)(4-fluorobenzoyl)amino)benzamide BrC1=C(C(=CC(=C1)C(C(F)(F)F)(C(C(F)(F)F)(F)F)F)C(F)F)NC(C1=C(C(=CC=C1)N(C(C1=CC=C(C=C1)F)=O)O)F)=O